CC12NC=3C=CC(=CC3C=C1CCC2)OC2=CC=CC=C2 3a-Methyl-7-phenoxy-2,3,3a,4-tetrahydro-1H-cyclopenta[b]quinoline